IC1=CC(=C(C=C1)NC=1N(C(C=C2CCNC(C12)=O)=O)C)F 8-((4-iodo-2-fluorophenyl)amino)-7-methyl-3,4-dihydro-2,7-naphthyridine-1,6(2h,7h)-dione